C(C)(C)(C)OC(=O)NCCOC=1C=C2CN(C(C2=CC1)=O)C(C(=O)OC)CCC(=O)OC Dimethyl 2-(5-(2-((tert-butoxycarbonyl)amino)ethoxy)-1-oxoisoindolin-2-yl)pentanedioate